1-Butylpyridinium chloride [Cl-].C(CCC)[N+]1=CC=CC=C1